C(C)(C)(C)OC(=O)N(CC#CC=1N(C2=CC=CC(=C2C1)NC1C(CN(CC1)C(=O)OC(C)(C)C)F)CC(F)(F)F)C1=C(C=C(C=C1)C(=O)OC)OC tert-Butyl 4-((2-(3-((tert-butoxycarbonyl)(2-methoxy-4-(methoxycarbonyl)phenyl)amino)prop-1-yn-1-yl)-1-(2,2,2-trifluoroethyl)-1H-indol-4-yl)amino)-3-fluoropiperidine-1-carboxylate